OC1=CC(=C(C2=CC=CC=C12)C)O 1,3-dihydroxy-4-methylnaphthalene